C(CCCCCCCCCCCCCCCCC)C1=CC(=C(C=C1C(=O)N)C(=O)N)CCCCCCCCCCCCCCCCCC distearyl-isophthalamide